CC(CCC)O β-pentanol